4-(4-bromo-3-ethoxy-pyrazol-1-yl)piperidine BrC=1C(=NN(C1)C1CCNCC1)OCC